ClC1=C(OC2CCN(CC2)C(CN2N=C(C3=C2CCC3)C(=O)N3C[C@H](O[C@H](C3)C)C)=O)C(=CC=C1)F 1-[4-(2-chloro-6-fluorophenoxy)piperidin-1-yl]-2-{3-[(2R,6S)-2,6-dimethylmorpholine-4-carbonyl]-5,6-dihydrocyclopenta[c]pyrazol-1(4H)-yl}ethan-1-one